1-ethyl-5-(3-hydroxypyrrolidin-1-yl)-1H-indazol C(C)N1N=CC2=CC(=CC=C12)N1CC(CC1)O